pentamethylcyclopentadienyl(1-phenethyl-6,6-diethyl-1,5,6,7-tetrahydro-s-indacenyl)hafnium CC1=C(C(=C(C1([Hf]C1(C=CC2=CC=3CC(CC3C=C12)(CC)CC)CCC1=CC=CC=C1)C)C)C)C